(S)-1-((7-(8-chloronaphthalen-1-yl)-2-((1-methylpyrrolidin-2-yl)methoxy)-5,6,7,8-tetrahydropyrido[3,4-d]pyrimidin-4-yl)(methyl)amino)but-3-en-2-one ClC=1C=CC=C2C=CC=C(C12)N1CC=2N=C(N=C(C2CC1)N(CC(C=C)=O)C)OC[C@H]1N(CCC1)C